Ethyl 2-(3,5-dicyanophenyl)-2-(3,3-difluorocyclopentyl)acetate rac-Ethyl-2-(3,5-dicyanophenyl)-2-(3-oxocyclopentyl)acetate C(C)OC(C(C1CC(CC1)=O)C1=CC(=CC(=C1)C#N)C#N)=O.C(#N)C=1C=C(C=C(C1)C#N)C(C(=O)OCC)C1CC(CC1)(F)F